CC1(C(C(=CC2(CN(CCO2)C(=O)C2=CN=C3N2C=C(C=C3)C(F)(F)F)C1)C#N)=O)C 10,10-dimethyl-9-oxo-4-[6-(trifluoromethyl)imidazo[1,2-a]pyridine-3-carbonyl]-1-oxa-4-azaspiro[5.5]undec-7-ene-8-carbonitrile